Azidolactose N(=[N+]=[N-])C1(O)[C@H](O)[C@@H](O)[C@H](O[C@H]2[C@H](O)[C@@H](O)[C@@H](O)[C@H](O2)CO)[C@H](O1)CO